ClC=1C(=C(C=CC1Cl)NC1=NC=NC2=CC=C(C=C12)N1CNCC1)F N-(3,4-dichloro-2-fluoro-phenyl)-6-imidazolidin-1-yl-quinazolin-4-amine